Methyl (Z)-2-cyano-2-(1,9-dioxaspiro[5.5]undecane-4-ylidene)acetate C(#N)/C(/C(=O)OC)=C/1\CCOC2(C1)CCOCC2